ethyl (3-chloropropyl)-L-alaninate ClCCCN[C@@H](C)C(=O)OCC